(1R,5R,6S)-2-methyl-2-azabicyclo[3.2.0]heptan-6-ol CN1[C@@H]2C[C@@H]([C@@H]2CC1)O